N-(3-((7-oxo-7,8-dihydro-1,8-naphthyridin-4-yl)amino)phenethyl)sulfamide dihydrochloride Cl.Cl.O=C1C=CC=2C(=CC=NC2N1)NC=1C=C(CCNS(=O)(=O)N)C=CC1